4-(3-((((1S,3R)-3-amino-cyclohexyl)methyl)amino)-1-(1-methyl-1H-indazol-5-yl)-1H-pyrazol-5-yl)-2-fluorobenzonitrile N[C@H]1C[C@H](CCC1)CNC1=NN(C(=C1)C1=CC(=C(C#N)C=C1)F)C=1C=C2C=NN(C2=CC1)C